S1C(C=CC=C1)C(=O)N thiainamide